(S)-2-[(o-ethoxyphenoxy)methyl]-4-morpholinecarboxylate C(C)OC1=C(OC[C@@H]2CN(CCO2)C(=O)[O-])C=CC=C1